3-[4-[5-(7,8-dimethyl-[1,2,4]triazolo[1,5-a]pyridin-6-yl)-4-isopropyl-3-methyl-6H-thieno[2,3-b]pyrrol-2-yl]-1-piperidyl]piperidin-2-one CC1=C(C=2N(C=C1C1=C(C3=C(N1)SC(=C3C)C3CCN(CC3)C3C(NCCC3)=O)C(C)C)N=CN2)C